C1(CCC1)N(C(=O)N1CC2(CCCC2)C(CC1)(CN1C=NC(=CC1=O)C1=CC=CC=C1)O)C N-Cyclobutyl-10-hydroxy-N-methyl-10-((6-oxo-4-phenylpyrimidin-1(6H)-yl)methyl)-7-azaspiro[4.5]decane-7-carboxamide